3-(2,6-dimethylphenyl)-1-tosyl-4-(2,3,3-triphenyloxiran-2-yl)-1H-pyrrole CC1=C(C(=CC=C1)C)C1=CN(C=C1C1(OC1(C1=CC=CC=C1)C1=CC=CC=C1)C1=CC=CC=C1)S(=O)(=O)C1=CC=C(C)C=C1